C(C)C1=C2C(C=3C4=C(SC3C2=CC=C1OC)C=CC=C4)=O 1-ethyl-2-methoxy-10H-benzo[b]indeno[2,1-d]thiophen-10-one